C(C)(C)(C)OC(=O)N1CC(CC1)(C1=CC=CC=C1)N1N=CC(=C1)Br 3-(4-bromo-1H-pyrazol-1-yl)-3-phenylpyrrolidine-1-carboxylic acid tert-butyl ester